C(N)(=O)C1CCC(CC1)C1=C2C(=NN(C2=C(C=C1)C(=O)N)C1CN(C1)C(=O)C(=C)F)C1=CC=C(C=C1)C(F)(F)F (4-carbamoyl-cyclohexyl)-1-(1-(2-fluoro-acryl)azetidin-3-yl)-3-(4-(trifluoromethyl)phenyl)-1H-indazole-7-carboxamide